C1(=CC=CC=C1)[B-](C1=CC=CC=C1)(C1=CC=CC=C1)C1=CC=CC=C1.CC=1C(=C(C=CC1)[PH3+])C (dimethylphenyl)phosphonium tetrakis(phenyl)borate